CC1=C(C=C(N)C=C1)C1=NN(C=C1)C(F)(F)F 4-methyl-3-(1-(trifluoromethyl)-1H-pyrazol-3-yl)aniline